ferrocene bis(thiophenecarboxylate) S1C(=CC=C1)C(=O)O.S1C(=CC=C1)C(=O)O.[CH-]1C=CC=C1.[CH-]1C=CC=C1.[Fe+2]